FC1=CC=CC2=C1S(CC1=C2N(N=C1C(=O)N1CCOC2(CC2)C1)C1=CC=C(C=C1)CN1CCOCC1)(=O)=O (6-fluoro-1-(4-(morpholinomethyl)phenyl)-5,5-dioxido-1,4-dihydrothiochromeno[4,3-c]pyrazol-3-yl)(4-oxa-7-azaspiro[2.5]octan-7-yl)methanone